((S)-2-methyl-1-(tetrahydro-2H-pyran-4-yl)pyrrolidin-2-yl)ethene-1-sulfonimidamide C[C@@]1(N(CCC1)C1CCOCC1)C(=C)S(=O)(N)=N